3-methyl-2-(methyl-(phenyl)amino)-3,5-dihydro-4H-imidazol-4-one CN1C(=NCC1=O)N(C1=CC=CC=C1)C